(S)-N-(6-(difluoromethyl)pyridazin-4-yl)-2-ethyl-8-methyl-8-(trifluoromethyl)-7,8-dihydro-6H-pyrazolo[1,5-a]pyrrolo[2,3-e]pyrimidine-6-carboxamide FC(C1=CC(=CN=N1)NC(=O)N1C[C@@](C2=C1C=NC=1N2N=C(C1)CC)(C(F)(F)F)C)F